4-amino-N-methyl-N-((5-(trifluoromethyl)pyridin-2-yl)methyl)imidazo[1,5-a]quinoxaline-8-carboxamide NC=1C=2N(C3=CC(=CC=C3N1)C(=O)N(CC1=NC=C(C=C1)C(F)(F)F)C)C=NC2